CN1NCC2=CC=CC=C12 1-methyl-2H-indazol